4-(1-methylpyrrolidin-3-yl)-1H-benzo[d]imidazole CN1CC(CC1)C1=CC=CC=2NC=NC21